7-bromo-3-(1-(3-chlorophenyl)-2-hydroxyethyl)-2,3-dihydroquinazolin-4(1H)-one BrC1=CC=C2C(N(CNC2=C1)C(CO)C1=CC(=CC=C1)Cl)=O